N-[[6-(3,3-dimethylbutyl)-6-azaspiro[2.5]octan-2-yl]methyl]-6-(3-methyl-2-thienyl)pyridazin-3-amine CC(CCN1CCC2(C(C2)CNC=2N=NC(=CC2)C=2SC=CC2C)CC1)(C)C